tert-butyl (tert-butyloxycarbonyl)(8-(4,4-difluoropiperidin-1-yl)imidazo[1,2-a]pyridin-6-yl)carbamate C(C)(C)(C)OC(=O)N(C(OC(C)(C)C)=O)C=1C=C(C=2N(C1)C=CN2)N2CCC(CC2)(F)F